tert-butyl N-[(R)-{3-[3-(4-cyano-2-methoxyphenoxy)-5-methyl-6-(4-methylphenyl)pyridazine-4-amido]phenyl}(methyl)oxo-λ6-sulfanylidene]carbamate C(#N)C1=CC(=C(OC=2N=NC(=C(C2C(=O)NC=2C=C(C=CC2)[S@](=NC(OC(C)(C)C)=O)(=O)C)C)C2=CC=C(C=C2)C)C=C1)OC